(R)-5-(5-(2-Benzyl-4-(methylsulfonyl)piperazin-1-yl)-2H-pyrazolo[4,3-d]pyrimidin-2-yl)-2-fluoro-3-(trifluoromethyl)phenol C(C1=CC=CC=C1)[C@H]1N(CCN(C1)S(=O)(=O)C)C=1N=CC=2C(N1)=CN(N2)C=2C=C(C(=C(C2)O)F)C(F)(F)F